6-isopropyl-9-methoxy-5-methyl-pyrido[4,3-b]carbazole C(C)(C)N1C=2C=CC(=CC2C=2C=C3C(=C(C12)C)C=CN=C3)OC